C(C)(=O)OCCCCCCCC\C=C/C\C=C/C\C=C/CC (Z,Z,Z)-9,12,15-Octadecatrienyl acetate